tert-butyl (3R)-3-(2-methylphenyl)piperazine-1-carboxylate CC1=C(C=CC=C1)[C@@H]1CN(CCN1)C(=O)OC(C)(C)C